N1CC(C1)OCC1=CC(=C2CN(C(NC2=C1)=O)C1CCC(CC1)C(=O)NC1=CC(=C(C=C1)C)OC)C (1r,4r)-4-(7-((azetidin-3-yloxy)methyl)-5-methyl-2-oxo-1,2-dihydroquinazolin-3(4H)-yl)-N-(3-methoxy-4-methylphenyl)cyclohexanecarboxamide